N-[(4R)-1-(2,4-difluorophenyl)-4,5,6,7-tetrahydro-1H-indazol-4-yl]-4,5,6,7-tetrahydro-2,1-benzoxazole-3-carboxamide FC1=C(C=CC(=C1)F)N1N=CC=2[C@@H](CCCC12)NC(=O)C=1ON=C2C1CCCC2